NC=1SC(=CN1)C(=O)NC1=C(C=C(C(=C1)C(NC1=NN(C=C1)CC(C)C)=O)F)C 2-Amino-N-[4-fluoro-2-methyl-5-[[1-(2-methylpropyl)pyrazol-3-yl]carbamoyl]phenyl]-1,3-thiazole-5-carboxamide